FC1(CCN(CC1)C(=O)C=1C=C2C(=NC1)N(C=C2)C2=CC(=CC=C2)C(=O)N2CS(CC2)(=O)=O)F (4,4-difluoropiperidin-1-yl)(1-(3-(1,1-dioxothiazolidine-3-carbonyl)phenyl)-1H-pyrrolo[2,3-b]pyridin-5-yl)methanone